(R)-4-methyl-N-(1-(2-methyl-3-(trifluoromethyl)phenyl)ethyl)-7-(4-(methylamino)piperidin-1-yl)phthalazin-1-amine CC1=NN=C(C2=CC(=CC=C12)N1CCC(CC1)NC)N[C@H](C)C1=C(C(=CC=C1)C(F)(F)F)C